CN(CCC1(C(C=C(C(=C1)F)NC1=NC=C(C(=N1)C1=CNC2=C(C=CC=C12)F)C(F)(F)F)N)NC)C 1-(2-(dimethylamino)ethyl)-5-fluoro-N4-(4-(7-fluoro-1H-indol-3-yl)-5-(trifluoromethyl)pyrimidin-2-yl)-N1-methylbenzene-1,2,4-triamine